6-(4-ethyl-3-(hydroxymethyl)-5-oxo-4,5-dihydro-1H-1,2,4-triazol-1-yl)-5-fluoro-2-(((S)-1,1,1-trifluoropropan-2-yl)oxy)nicotinamide C(C)N1C(=NN(C1=O)C1=NC(=C(C(=O)N)C=C1F)O[C@H](C(F)(F)F)C)CO